C(/C)=C\1/[C@H](N(CC1O)C(=O)OC(C)(C)C)C(=O)OC(C)(C)C ditert-butyl (2S,3E)-3-ethylidene-4-hydroxy-pyrrolidine-1,2-dicarboxylate